(2R)-N-((R or S)-(3,4-dichlorophenyl)(6-(trifluoromethyl)pyridin-3-yl)methyl)-2-methyl-3-oxopiperazine-1-carboxamide ClC=1C=C(C=CC1Cl)[C@@H](NC(=O)N1[C@@H](C(NCC1)=O)C)C=1C=NC(=CC1)C(F)(F)F |o1:8|